CC1CC(CCCCCCCCCCC=C1)=O 3-methyl-4-cyclopentadecenone